COC=1C=C(\C=N\NC(=O)C2=NC(=CN=C2)C2=C(C=CC=C2)C)C=C(C1)OC (E)-N'-(3,5-dimethoxybenzylidene)-6-(o-tolyl)pyrazine-2-carbohydrazide